N(C1=CC=CC=C1)C1=CC=C(C=C1)N1C(C=CC1=O)=O N-(p-anilinophenyl)maleimide